FC1(C[C@]12[C@H](O[C@H]([C@@H]2O)N2C1=NC=NC(=C1N=C2)NC(C2=CC=CC=C2)=O)CO)F N-(9-((3S,4S,6R,7R)-1,1-difluoro-7-hydroxy-4-(hydroxymethyl)-5-oxaspiro[2.4]heptan-6-yl)-9H-purin-6-yl)benzamide